3b-azido-6a-ethyl-7a-hydroxy-5b-cholan-24-oic acid N(=[N+]=[N-])[C@@H]1C[C@H]2[C@H]([C@H]([C@H]3[C@@H]4CC[C@H]([C@@H](CCC(=O)O)C)[C@]4(CC[C@@H]3[C@]2(CC1)C)C)O)CC